BrC1=C(C=C2C(=NC(=NC2=C1F)OC[C@]12CCCN2C[C@@H](C1)F)N1[C@H]2CN(C[C@@H]1CC2)C(=O)OC(C)(C)C)OC tert-butyl (1R,5S)-8-(7-bromo-8-fluoro-2-(((2R,7aS)-2-fluorotetrahydro-1H-pyrrolizin-7a(5H)-yl)methoxy)-6-methoxyquinazolin-4-yl)-3,8-diazabicyclo[3.2.1]octane-3-carboxylate